(R)-(5-(benzo[d]thiazol-6-ylsulfonyl)-3,4,5,6-tetrahydropyrrolo[3,4-c]pyrrol-2(1H)-yl)(tetrahydrofuran-3-yl)methanone S1C=NC2=C1C=C(C=C2)S(=O)(=O)N2CC1=C(C2)CN(C1)C(=O)[C@H]1COCC1